[O-]S(=O)(=O)C(F)(F)F.C[NH+]1CCCCC1 N-Methylpiperidinium triflat